(S)-N-((8-(cyclopropylmethyl)-4-fluoro-8-hydroxy-9,12-dioxo-2,3,8,9,12,14-hexahydro-1H,11H-cyclopenta[f]pyrano[3',4':6,7]indolizino[1,2-b]quinolin-15-yl)methyl)-2-hydroxyacetamide C1(CC1)C[C@]1(C(OCC=2C(N3CC=4C(=NC5=CC(=C6C(=C5C4CNC(CO)=O)CCC6)F)C3=CC21)=O)=O)O